O=C1NC(CCC1N1C(C2=CC=CC(=C2C1=O)NCC=1C=NN(C1)C1CCN(CC1)C(=O)C1(CCC1)F)=O)=O 2-(2,6-dioxopiperidin-3-yl)-4-(((1-(1-(1-fluorocyclobutane-1-carbonyl)piperidin-4-yl)-1H-pyrazol-4-yl)methyl)amino)isoindoline-1,3-dione